2,2-dimethyl-2,3-dihydro-1H-isoindolium bromide [Br-].C[N+]1(CC2=CC=CC=C2C1)C